ClC1=CC=C(C=C1)C=CC(=O)C1=CC=C(C(=O)O)C=C1 4-[3-(4-Chlorophenyl)acryloyl]benzoic acid